β-isohexadecenyl-Sodium C(C=CCCCCCCCCCCC(C)C)[Na]